4-chloro-N-((1r,4r)-4-(2-methoxyethoxy)cyclohexyl)-6-(thiazol-5-yl)picolinamide ClC1=CC(=NC(=C1)C1=CN=CS1)C(=O)NC1CCC(CC1)OCCOC